F/C(/C(=O)O)=C\C1=CC=C(C=C1)O fluorocoumaric acid